FC1=C2C=C(C=NC2=CC(=C1C(C)N1N=NC=2C1=NC(=CN2)C2=CC=C(N)C=C2)F)C=2C=NN(C2)C 4-(1-(1-(5,7-difluoro-3-(1-methyl-1H-pyrazol-4-yl)quinolin-6-yl)ethyl)-1H-[1,2,3]triazolo[4,5-b]pyrazin-6-yl)aniline